1H-cyclopenta[B]benzene-1,3(2H)-dione C1(CC(C=2C1=CC=CC2)=O)=O